6-bromo-1,3-benzodioxole-5-carbaldehyde BrC=1C(=CC2=C(OCO2)C1)C=O